Methyl (4R)-6-[[(8aR)-1,3-dioxo-5,6,8,8a-tetrahydroimidazo[1,5-a]pyrazin-7-yl]methyl]-4-(2-chloro-4-fluoro-phenyl)-2-thiazol-2-yl-1,4-dihydropyrimidine-5-carboxylate O=C1NC(N2[C@@H]1CN(CC2)CC2=C([C@@H](N=C(N2)C=2SC=CN2)C2=C(C=C(C=C2)F)Cl)C(=O)OC)=O